(2S,3R,4S,5S)-4-[[3-(3,4-Difluoro-2-methoxy-phenyl)-4-ethyl-5-methyl-5-(trifluoromethyl)tetrahydrofuran-2-carbonyl]amino]pyridin-2-carboxamid FC=1C(=C(C=CC1F)[C@@H]1[C@H](O[C@@]([C@H]1CC)(C(F)(F)F)C)C(=O)NC1=CC(=NC=C1)C(=O)N)OC